C(C)(CC)C1=C(C(=NN1C(C)C)C(C)(C)C)O 5-sec-butyl-3-tert-butyl-4-hydroxy-1-isopropyl-pyrazole